ethyl-3-(3,3-dimethoxypropyl)-6-isobutyl-2-methyl-4-oxo-cyclohex-2-ene-1-carboxylate C(C)OC(=O)C1C(=C(C(CC1CC(C)C)=O)CCC(OC)OC)C